3-[4-[4-[[4-(4-aminophenyl)piperazin-1-yl]methyl]-4-hydroxy-1-piperidyl]anilino]piperidine-2,6-dione NC1=CC=C(C=C1)N1CCN(CC1)CC1(CCN(CC1)C1=CC=C(NC2C(NC(CC2)=O)=O)C=C1)O